1-((3-(5-fluoro-1H-pyrrolo[2,3-b]pyridin-4-yl)-1-((2-(trimethylsilyl)ethoxy)methyl)-1H-indol-5-yl)ethynyl)cyclohexan-1-ol FC=1C(=C2C(=NC1)NC=C2)C2=CN(C1=CC=C(C=C21)C#CC2(CCCCC2)O)COCC[Si](C)(C)C